2,2-dimethyl-7-nitro-2,3-dihydroquinolin-4(1H)-one CC1(NC2=CC(=CC=C2C(C1)=O)[N+](=O)[O-])C